3-Aminopropyldimethylamine NCCCN(C)C